FC1=CC=C(C=C1)C(CC(=O)NC1(CC1)C1=C(C(=CC=C1)OCC(F)(F)F)F)(C)O 3-(4-fluorophenyl)-N-(1-(2-fluoro-3-(2,2,2-trifluoroethoxy)phenyl)cyclopropyl)-3-hydroxybutanamide